FC1=C(C=C(C=C1C(F)(F)F)C1=C(C=CC=C1C)C)CCC(=O)O 3-(4-fluoro-2',6'-dimethyl-5-(trifluoromethyl)-[1,1'-biphenyl]-3-yl)propanoic acid